ClCCCCC(=O)N(C)C1=CC(=NN1)C1CC1 5-chloro-N-(3-cyclopropyl-1H-pyrazol-5-yl)-N-methylpentanamide